C1(CC1)[C@]1(C(N(C[C@H]1C)C=1C=2N(N=CC1)C=C(C2)B2OC(C(O2)(C)C)(C)C)=O)C#N (3R,4S)-3-cyclopropyl-4-methyl-2-oxo-1-(6-(4,4,5,5-tetramethyl-1,3,2-dioxaborolan-2-yl)pyrrolo[1,2-b]pyridazin-4-yl)pyrrolidine-3-carbonitrile